FC=1C(=C(C=CC1)C1CCN(CC1)C(=O)C1=NNC=2CNC(CC21)C(=O)NC)C(F)(F)F 3-(4-(3-fluoro-2-(trifluoromethyl)phenyl)piperidine-1-carbonyl)-N-methyl-6,7-dihydro-1H-pyrazolo[3,4-c]pyridine-5(4H)-carboxamide